O1B(OC2C1CCCC2)[C@@H](CC=2C(=C(C(=O)OC(C)(C)C)C=CC2)OC)B2OC1(C3C(C(CC1O2)C3)(C)C)C tert-butyl 3-((2R)-2-(hexahydrobenzo[d][1,3,2]dioxaborol-2-yl)-2-(2,9,9-trimethyl-3,5-dioxa-4-bora-tricyclo[6.1.1.02,6]dec-4-yl)ethyl)-2-methoxybenzoate